C(C1=CC=CC=C1)NC(\C=C/C1=CC(=CC=C1)Br)=O (Z)-N-benzyl-3-(3-bromophenyl)acrylamide